pentaerythritol tetracaprinate C(CCCCCCCCC)(=O)OCC(COC(CCCCCCCCC)=O)(COC(CCCCCCCCC)=O)COC(CCCCCCCCC)=O